tert-butyl (1-(2-(3,6-dihydro-2H-pyran-4-yl)-5-ethyl-7-oxo-4,7-dihydro-[1,2,4]triazolo[1,5-a]pyrimidin-6-yl)azetidin-3-yl)(methyl)carbamate O1CCC(=CC1)C1=NN2C(NC(=C(C2=O)N2CC(C2)N(C(OC(C)(C)C)=O)C)CC)=N1